FC1=C2C=CNC2=CC(=C1OC=1C=CC(=C(C1)C1=NC(=NN1C)[C@H](C)C1=CC=C(S1)CCC(=O)O)F)F 3-[5-[(1S)-1-[5-[5-[(4,6-difluoro-1H-indol-5-yl)oxy]-2-fluoro-phenyl]-1-methyl-1,2,4-triazol-3-yl]ethyl]-2-thienyl]propanoic acid